R-(1,4-diazabicyclo[3.2.2]nonan-4-yl)(3-(4-fluorophenyl)-5-hydroxy-5,6-dihydrocyclopenta[c]pyrazol-1(4H)-yl)methanone N12CCN(C(CC1)CC2)C(=O)N2N=C(C1=C2C[C@@H](C1)O)C1=CC=C(C=C1)F